(4-((3,5-difluorobenzoyl)oxy)bicyclo[2.2.2]oct-1-yl)quinoline-6-carboxylic acid methyl ester COC(=O)C=1C=C2C=CC(=NC2=CC1)C12CCC(CC1)(CC2)OC(C2=CC(=CC(=C2)F)F)=O